C(N)(=O)C1=CC(=NC2=C1N=CN=C2N[C@@H]2CN(CCC2)C(=O)OC(C)(C)C)\C=C\2/COCC2 tert-butyl (3S)-3-[(8-carbamoyl-6-{[(3Z)-oxolan-3-ylidene]methyl}pyrido[3,2-d]pyrimidin-4-yl)amino]piperidine-1-carboxylate